6-(4-(((2-Fluorophenyl)(methyl)amino)methyl)-2-(6-methylpyridin-2-yl)-1H-imidazol-1-yl)imidazo[1,2-a]pyridine-3-carboxamide FC1=C(C=CC=C1)N(C)CC=1N=C(N(C1)C=1C=CC=2N(C1)C(=CN2)C(=O)N)C2=NC(=CC=C2)C